COC1=CC=C(C=C1)[N-]C(C(C)(C)C)=O N-(4-methoxyphenyl)pivaloyl-amide